C1(CC1)C=1C=C(C=CC1)[C@@H](C)NC(=O)C=1NC2=C(C=C3C(=NNC3=C2)C2=CC=NC=C2)N1 (R)-N-(1-(3-cyclopropylphenyl)ethyl)-3-(pyridin-4-yl)-1,7-dihydroimidazo[4,5-f]indazole-6-carboxamide